5-(8-(3,3-dimethylcyclobutyl)imidazo[1,2-b]pyridazin-6-yl)pyrimidine-2,4(1H,3H)-dione CC1(CC(C1)C=1C=2N(N=C(C1)C=1C(NC(NC1)=O)=O)C=CN2)C